(+)-4-(3-methoxy-4-{[4-methyl-2-(trifluoromethyl)phenoxy]methyl}phenyl)-2H,4H,5H,6H,7H-pyrazolo[3,4-b]pyridin-6-one COC=1C=C(C=CC1COC1=C(C=C(C=C1)C)C(F)(F)F)C1C=2C(NC(C1)=O)=NNC2